[4-[3-methoxy-4-(trifluoromethyl)phenyl]sulfonylmorpholin-2-yl]benzothiophene-2-carboxamide COC=1C=C(C=CC1C(F)(F)F)S(=O)(=O)N1CC(OCC1)C1=C(SC2=C1C=CC=C2)C(=O)N